chloro-1'-[trans-4-(pyridin-2-ylmethyl)cyclohexyl]-4'H,6'H-spiro[1,3-dioxolan-2,5'-[1,2,4]triazolo[4,3-a][1]benzazepine] ClC1C=2N(C3=C(CC14OCCO4)C=CC=C3)C(=NN2)[C@@H]2CC[C@H](CC2)CC2=NC=CC=C2